(R)-N-((1-(4-(trifluoromethyl)phenyl)-1,2,3,4-tetrahydro-1,5-naphthyridin-3-yl)methyl)propionamide FC(C1=CC=C(C=C1)N1C[C@H](CC2=NC=CC=C12)CNC(CC)=O)(F)F